CN1N=CC(=C1)C1=NC2=CC=CC=C2C(=C1)[C@@H](C)NC(C1=C(C=CC=C1)CCC(=O)NNC(\C=C\C(=O)NC)=O)=O (R,E)-N-(1-(2-(1-methyl-1H-pyrazol-4-yl)quinolin-4-yl)ethyl)-2-(3-(2-(4-(methylamino)-4-oxobut-2-enoyl)hydrazineyl)-3-oxopropyl)benzamide